4-((7-methoxyquinolin-4-yl)oxy)-N'-(pyridin-4-ylmethyl)benzenesulfonimidamide COC1=CC=C2C(=CC=NC2=C1)OC1=CC=C(C=C1)S(=O)(N)=NCC1=CC=NC=C1